4-imino-6-(2-((S)-2-methylazetidin-1-yl)-6,7-dihydro-5H-cyclopenta[d]pyrimidin-4-yl)-3,4-dihydro-2H-4λ4-benzo[b][1,4]oxathiine 4-oxide N=S1(C2=C(OCC1)C=CC(=C2)C=2C1=C(N=C(N2)N2[C@H](CC2)C)CCC1)=O